ONC(CCCCCCNC(=O)N1CC2=C(N(C=3C=CC=CC23)CC2COCC2)CC1)=O N-(7-(hydroxyamino)-7-oxoheptyl)-5-((tetrahydrofuran-3-yl)methyl)-1,3,4,5-tetrahydro-2H-pyrido[4,3-b]indole-2-carboxamide